C(NC(=O)C=1N=NC=CC1NC1=C(C=C(C=C1)C1=NN(C=N1)C)OC(C)C)([2H])([2H])[2H] N-(methyl-d3)-4-((2-isopropoxy-4-(1-methyl-1H-1,2,4-triazol-3-yl)phenyl)amino)pyridazine-3-carboxamide